1-chloro-4-fluoro-5-nitro-2-(phenoxymethyl)benzene ClC1=C(C=C(C(=C1)[N+](=O)[O-])F)COC1=CC=CC=C1